4,4,5,5,5-pentafluoro-2-bromo-1-pentanol FC(CC(CO)Br)(C(F)(F)F)F